((2-(3'-(7-cyano-5-(((R)-3-methylpyrrolidin-1-yl)methyl)benzo[d]oxazol-2-yl)-2,2'-dimethyl-[1,1'-biphenyl]-3-yl)-6-(difluoromethoxy)benzo[d]oxazol-5-yl)methyl)-L-proline C(#N)C1=CC(=CC=2N=C(OC21)C=2C(=C(C=CC2)C2=C(C(=CC=C2)C=2OC1=C(N2)C=C(C(=C1)OC(F)F)CN1[C@@H](CCC1)C(=O)O)C)C)CN1C[C@@H](CC1)C